C(CCC)C1CCC(CC1)NC(=O)C1=C(C(=CC(=C1)CCCC)C(=O)NC1CCC(CC1)CCCC)C(=O)NC1CCC(CC1)CCCC 5-butylbenzenetricarboxylic acid tri(4-butylcyclohexylamide)